ClC1=C(C=NN1C1CCN(CC1)CCF)C1(NC=C(C(=N1)NC)C(F)(F)F)N 2-(5-chloro-1-(1-(2-fluoroethyl)piperidin-4-yl)-1H-pyrazol-4-yl)-N4-methyl-5-(trifluoromethyl)pyrimidine-2,4-diamine